ClC=1C=CC(=NC1)C(=NO)N 5-chloro-N'-hydroxypyridinecarboxamidine